((2R,3S,4R,5R)-5-(3-((6-bromohexyl)carbamoyl)pyridin-1-ium-1-yl)-3,4-dihydroxytetrahydrofuran-2-yl)methyl hydrogen phosphate P(=O)(OC[C@H]1O[C@H]([C@@H]([C@@H]1O)O)[N+]1=CC(=CC=C1)C(NCCCCCCBr)=O)(O)[O-]